C1(CC1)N1N=CC(=C1)N1C2=C(C(C3=CC(=C(C=C13)CCO)F)=O)C1=CC3=C(C(N1C2)=O)COC([C@]3(O)CC)=O (S)-11-(1-cyclopropyl-1H-pyrazol-4-yl)-4-ethyl-8-fluoro-4-hydroxy-9-(2-hydroxyethyl)-1,12-dihydro-14H-pyrano[3',4':6,7]indolizino[2,1-b]quinoline-3,6,14(4H,11H)-trione